SC(C(=O)O)(C)C.SC(C(=O)O)(C)C.SC(C(=O)O)(C)C.C(O)C(C)(CO)CO trimethylolethane tris(2-mercaptoisobutyrate)